N1N=CC2=C1N=CC=C2C(=O)N2CC1(C2)CC(C1)NC(=O)NC1=NC=CC(=C1)OC(F)(F)F 1-(2-(1H-pyrazolo[3,4-b]pyridine-4-carbonyl)-2-azaspiro[3.3]heptan-6-yl)-3-(4-(trifluoromethoxy)pyridin-2-yl)urea